tert-butyl (2-(2-(aminooxy)propanamido)ethyl)(2-((tert-butoxycarbonyl)amino)ethyl)carbamate NOC(C(=O)NCCN(C(OC(C)(C)C)=O)CCNC(=O)OC(C)(C)C)C